5-[[2-[5-fluoro-6-(2,2,2-trifluoroethyl)quinazolin-4-yl]-2,7-diazaspiro[3.5]nonan-7-yl]methyl]-4-methyl-1-[2-(4-methylsulfonylpiperazin-1-yl)propyl]indole-2-carbonitrile FC1=C2C(=NC=NC2=CC=C1CC(F)(F)F)N1CC2(C1)CCN(CC2)CC=2C(=C1C=C(N(C1=CC2)CC(C)N2CCN(CC2)S(=O)(=O)C)C#N)C